Ethyl (S)-4-(6-((tetrahydrofuran-3-yl)oxy)benzo[d]oxazol-2-yl)picolinate O1C[C@H](CC1)OC1=CC2=C(N=C(O2)C2=CC(=NC=C2)C(=O)OCC)C=C1